ethyl 2-chlorobenzoylacetate copper(II) [Cu+2].ClC1=C(C(=O)CC(=O)OCC)C=CC=C1